2-(methylthio)benzothiazole CSC=1SC2=C(N1)C=CC=C2